2-methoxy-N-[(2E)-3-[4-[3-methyl-4-(6-methylpyridin-3-yloxy)phenylamino]quinazolin-6-yl]-2-propen-1-yl]acetamide COCC(=O)NC\C=C\C=1C=C2C(=NC=NC2=CC1)NC1=CC(=C(C=C1)OC=1C=NC(=CC1)C)C